C(=CCCCCCC)C(=O)O oct-ene-1-carboxylic acid